C(CCCCCCC\C=C/CCCCCCCC)(=O)O.C(CCCCCCC\C=C/CCCCCCCC)(=O)O.C(CCCCCCC\C=C/CCCCCCCC)(=O)O.OCC(CC)(CO)CO tris-(hydroxymethyl)-propane trioleate